(2S,4R)-1-[(2S)-2-azido-3-methyl-butanoyl]-4-hydroxy-N-[(1R)-2-hydroxy-1-(4-pyrimidin-5-ylphenyl)ethyl]pyrrolidine-2-carboxamide N(=[N+]=[N-])[C@H](C(=O)N1[C@@H](C[C@H](C1)O)C(=O)N[C@@H](CO)C1=CC=C(C=C1)C=1C=NC=NC1)C(C)C